BrC=1C(N(C=CC1OC)C)=O 3-bromo-4-methoxy-1-methylpyridin-2(1H)-one